OC1=CC=C(C=C1C1=CC(=CC=C1O)CC(C(=O)N)[N+]#[C-])CC(C(=O)N)[N+]#[C-] 6,6'-Dihydroxy-α,α'-diisocyano-[1,1'-biphenyl]-3,3'-dipropanamide